N1(CC=CC=C1)C1=CC(=NC=C1)C1=NC=CC=C1 2H-[1,4':2',2''-terpyridin]